ethylmethyldiethoxysilane C(C)[Si](OCC)(OCC)C